3-[(3S)-4,4-difluorotetrahydrofuran-3-yl]-1-[(1S)-1-(3,5-dimethyl-4-pyridyl)ethyl]-1-methyl-urea FC1([C@H](COC1)NC(N(C)[C@@H](C)C1=C(C=NC=C1C)C)=O)F